tert-Butyl 5-(4-bromophenyl)-3,3-dimethylmorpholine-4-carboxylate BrC1=CC=C(C=C1)C1COCC(N1C(=O)OC(C)(C)C)(C)C